ClC1=CC=C(C=C1)C=1C=C(C(N(N1)C1=CC(=CC=C1)F)=O)C(=O)N[C@@H]1CSC[C@@H]1O 6-(4-chlorophenyl)-2-(3-fluorophenyl)-N-[(cis)-4-hydroxytetrahydro-thiophen-3-yl]-3-oxo-2,3-dihydropyridazine-4-carboxamide